ClC=1N=C(C2=C(N1)N=CC=C2)OC 2-chloro-4-methoxypyrido[2,3-d]pyrimidine